IC1=CN(C2=C1C(NC=C2)=O)C2=CC=CC=C2 3-iodo-1-phenyl-1,5-dihydro-pyrrolo[3,2-c]pyridin-4-one